[5-cyano-6-[(1-cyanocyclopropyl)methoxy]-2-methylsulfinyl-pyrimidin-4-yl]spiro[5,6-dihydrocyclopenta[b]thiophene-4,3'-azetidine]-3-carbonitrile C(#N)C=1C(=NC(=NC1OCC1(CC1)C#N)S(=O)C)N1CC2(C1)CCC=1SC=C(C12)C#N